1-pyrrolidinylmethanone N1(CCCC1)C=O